2-(3-fluorophenyl)-N-(2-hydroxy-3-methylbutyl)-6-(4-methylphenyl)-3-oxo-2,3-dihydropyridazine-4-carboxamide FC=1C=C(C=CC1)N1N=C(C=C(C1=O)C(=O)NCC(C(C)C)O)C1=CC=C(C=C1)C